N[S@@](=NC(CC1=C(C(=CC=C1C(C)C)F)C(C)C)=O)(=O)C=1C=C2C=NN(C2=CC1)C |o1:1| (S) or (R)-N-(amino(1-methyl-1H-indazol-5-yl)(oxo)-λ6-sulfaneylidene)-2-(3-fluoro-2,6-diisopropylphenyl)acetamide